CC1=NC=CC(=C1)N1C(CN([C@H]2CCCC[C@H]12)C(=O)C=1C2=C(NN1)CCC2)=O (4AS,8aS)-1-(2-methylpyridin-4-yl)-4-(1,4,5,6-tetrahydrocyclopenta[c]pyrazole-3-carbonyl)octahydroquinoxalin-2(1H)-one